(S)-3-fluoro-5-(1-(4-(5-fluoro-4-(1H-pyrazol-3-yl)pyrimidin-2-yl)piperazine-1-carbonyl)-4,5-dihydro-1H-pyrazol-5-yl)benzonitrile FC=1C=C(C#N)C=C(C1)[C@@H]1CC=NN1C(=O)N1CCN(CC1)C1=NC=C(C(=N1)C1=NNC=C1)F